N[C@H](C(=O)O)C[C@@H](C(=O)N)O (2s,4s)-2,5-diamino-4-hydroxy-5-oxopentanoic acid